5,7-dichloro-N-[2-(4,4-difluoropiperidin-1-yl)-6-methylpyrimidin-4-yl]imidazo[1,2-a]pyridine-8-carboxamide ClC1=CC(=C(C=2N1C=CN2)C(=O)NC2=NC(=NC(=C2)C)N2CCC(CC2)(F)F)Cl